C(N1N=CC(=C1)C=O)([2H])([2H])[2H] (1-(methyl-d3)-1H-pyrazol-4-yl)methanone